1-(3-((4-amino-6-chloro-1H-pyrazolo[3,4-d]pyrimidin-1-yl)methyl)phenyl)-N-(2-((tert-butyldimethylsilyl)oxy)ethyl)-N-methylmethanesulfonamide NC1=C2C(=NC(=N1)Cl)N(N=C2)CC=2C=C(C=CC2)CS(=O)(=O)N(C)CCO[Si](C)(C)C(C)(C)C